ClC=1C=C(C=CC1OC(F)(F)F)N1C(=NC=2C1=NC(=CC2)C2=CC=CC=C2)C#C[Si](C(C)C)(C(C)C)C(C)C 3-(3-chloro-4-(trifluoromethoxy)phenyl)-5-phenyl-2-((triisopropylsilyl)ethynyl)-3H-imidazo[4,5-b]pyridine